[Cl-].[Cs+].[S-]C#N.FC=1C=C(C=CC1)S(=O)(N)=NC(NC1=C2CCCC2=CC=2CCCC12)=O 3-fluoro-N'-((1,2,3,5,6,7-hexahydro-s-indacen-4-yl)carbamoyl)benzenesulfonimidamide thiocyanate cesium chloride